FC(CC1=C(NC2=C(NC3=C2C(NCC3)=O)C3=C(C=NC=C3)OC[C@@H]3CN(CCO3)C)C=CC=C1F)F 3-[2-(2,2-difluoroethyl)-3-fluoroanilino]-2-(3-{[(2S)-4-methylmorpholin-2-yl]methoxy}pyridin-4-yl)-1,5,6,7-tetrahydro-4H-pyrrolo[3,2-c]pyridin-4-one